Monovinylbenzene C(=C)C1=CC=CC=C1